C1(CC1)C(=O)N1CCN(CC1)C(=O)C=1C=NC2=CC=C(C=C2C1N1CCN(CC1)C1=CC=NC=C1)OC (4-(Cyclopropanecarbonyl)piperazin-1-yl)(6-methoxy-4-(4-(pyridin-4-yl)piperazin-1-yl)quinolin-3-yl)methanone